CCC1=C(C2=CC3=C(C(=C(N3)C=C4[C@H]([C@@H](C(=N4)C(=C5C(=C(C(=N5)C=C1N2)C)C(=O)O)CC(=O)N[C@@H](CC(=O)O)C(=O)O)CCC(=O)O)C)C)C=C)C (2S)-2-[[2-[(2S,3S)-7-carboxy-3-(2-carboxyethyl)-17-ethenyl-12-ethyl-2,8,13,18-tetramethyl-2,3,23,24-tetrahydroporphyrin-5-yl]acetyl]amino]butanedioic acid